C1=CC=C(C=C1)C2=CC(=C(S2)NC(=O)N)C(=O)N (5-Phenyl-2-ureido)thiophene-3-carboxamide